CC1(CC1)NS(=O)(=O)C1=CC(=C(C=C1)\C=C\N1CCCC1)[N+](=O)[O-] N-(1-methylcyclopropyl)-3-nitro-4-[(E)-2-pyrrolidin-1-ylvinyl]benzenesulfonamide